7-(Hydroxymethyl)-3,8-dimethyl-1H-quinoxalin-2-one OCC1=CC=C2N=C(C(NC2=C1C)=O)C